NC1=C(C(=O)O)C(=CC(=C1C)Br)F 2-amino-4-bromo-6-fluoro-3-methylbenzoic acid